(S)-6-chloro-N-(4-(2,5-difluorophenyl)-2-(3-fluoropyrrolidin-1-yl)pyridin-3-yl)nicotinamide ClC1=NC=C(C(=O)NC=2C(=NC=CC2C2=C(C=CC(=C2)F)F)N2C[C@H](CC2)F)C=C1